NC1=C(C=CC2=CC=CC=C12)N=NC=1C=NC(=CC1)C1=CC=C(C=C1)C(C1=CC=CC=C1)=O 4-Amino-3-[6-(4-benzoylphenyl)pyridin-3-ylazo]naphthalin